(S)-1-(4-fluorophenyl)-5-(2-oxo-4-phenyloxazolidin-3-yl)pentane-1,5-dione FC1=CC=C(C=C1)C(CCCC(=O)N1C(OC[C@@H]1C1=CC=CC=C1)=O)=O